Anisate C(C1=CC=C(C=C1)OC)(=O)[O-]